CC(C)(CCC)S 2-methyl-2-pentyl mercaptan